FC1=C(C=CC(=C1)OC1=CC(=NC=C1)N1CCCC1)NC1=NC=NC2=CC(=C(C=C12)NC1CCN(CC1)C(C=C)=O)OC 1-(4-((4-((2-fluoro-4-((2-(pyrrolidin-1-yl)pyridin-4-yl)oxy)phenyl)amino)-7-methoxyquinazolin-6-yl)amino)piperidin-1-yl)prop-2-en-1-one